C(C)C1(CCCCC1)OC(=O)COC(=O)C1C2C3C4C=CC(C3C(C1)C2)C4 8-(1-ethylcyclohexyloxycarbonylmethyloxycarbonyl)-tetracyclo[4.4.0.12,5.17,10]-3-dodecene